(R)-N-((5-methyl-1,3,4-oxadiazol-2-yl)(phenyl)methyl)-3,3-diphenylprop-2-en-1-amine CC1=NN=C(O1)[C@H](NCC=C(C1=CC=CC=C1)C1=CC=CC=C1)C1=CC=CC=C1